C(C)C1=C(OCSCC2=CNC(O2)=S)C=CC=C1 5-[(2-Ethyl-phenoxymethylthio)methyl]oxazole-2(3H)-thione